Dioxolan-5-yl trifluoromethanesulfonate FC(S(=O)(=O)OC1COCO1)(F)F